5-(thiophen-2-yl)-N-[(1R,3S)-3-{[2-(trifluoromethyl)quinolin-4-yl]amino}cyclohexyl]pyridine-3-carboxamide S1C(=CC=C1)C=1C=C(C=NC1)C(=O)N[C@H]1C[C@H](CCC1)NC1=CC(=NC2=CC=CC=C12)C(F)(F)F